5-(difluoromethyl)-1'-{2-[(7-oxo-8-{[3-hydroxy-3-methylcyclobutyl]methyl}-5,6,7,8-tetrahydro-1,8-naphthyridin-3-yl)oxy]ethyl}-1,2-dihydrospiro[indole-3,4'-piperidin]-2-one FC(C=1C=C2C(=CC1)NC(C21CCN(CC1)CCOC=1C=NC=2N(C(CCC2C1)=O)CC1CC(C1)(C)O)=O)F